8-Methoxy-1,3,4,5-tetrahydro-2H-benzo[d]azepine COC=1C=CC2=C(CCNCC2)C1